Cl.Cl.N1CC(C1)N(C=1SC2=C(N=NC(=C2)C2=C(C=C(C=C2)C=2C=NNC2)O)N1)C 2-{6-[(Azetidin-3-yl)(methyl)amino][1,3]thiazolo[4,5-c]pyridazin-3-yl}-5-(1H-pyrazol-4-yl)phenol-Dihydrochlorid